FC(C=1C=C(O[C@H]2CN(CC2)C(C(=O)[O-])(C)C)C=CC1)(F)F.[Li+] lithium 2-[(3R)-3-[3-(trifluoromethyl) phenoxy] pyrrolidin-1-yl]-2-methylpropionate